(3S,4S) or (3R,4R)-4-(4-(2-((1-cyclopropyl-5-methyl-1H-pyrazol-4-yl)amino)-6-methylquinazolin-7-yl)piperazin-1-yl)-4-methyltetrahydrofuran-3-ol C1(CC1)N1N=CC(=C1C)NC1=NC2=CC(=C(C=C2C=N1)C)N1CCN(CC1)[C@@]1([C@@H](COC1)O)C |o1:27,28|